FC=1C(=NC=CC1)NC1=NC(=NO1)C1=NC=CC(=C1)C N-(3-fluoropyridin-2-yl)-3-(4-methylpyridin-2-yl)-1,2,4-oxadiazol-5-amine